C(#N)N(S(=O)[O-])S(=O)[O-] cyanoiminodithionate